6-amino-2-propylsulfinyl-9-(p-tolylmethyl)-7H-purin-8-one NC1=C2NC(N(C2=NC(=N1)S(=O)CCC)CC1=CC=C(C=C1)C)=O